C1CC12CCN(CC2)C2=C(C=NC(=C2)[S@@](=O)(=N)C2CC2)C(=O)NC2=NC(=NC(=C2)C)N2CCC(CC2)(F)F 4-(6-Azaspiro[2.5]octan-6-yl)-6-(R-cyclopropylsulfonimidoyl)-N-(2-(4,4-difluoro-1-piperidinyl)-6-methyl-4-pyrimidinyl)-3-pyridinecarboxamide